[Si](OCC)([O-])([O-])[O-] (R)-ethyl silicate